N1N=NC2=C1C=C1NN=NC1=C2 1,7-dihydrobenzo[1,2-d:4,5-d']bis(1,2,3)triazole